tert-Butyl (3R)-3-{[5-(2-chloro-5-nitrophenyl)-1-trityl-1H-indazol-3-yl]carbamoyl}piperidine-1-carboxylate ClC1=C(C=C(C=C1)[N+](=O)[O-])C=1C=C2C(=NN(C2=CC1)C(C1=CC=CC=C1)(C1=CC=CC=C1)C1=CC=CC=C1)NC(=O)[C@H]1CN(CCC1)C(=O)OC(C)(C)C